FC(C=1C=C(C=C(C1)C(F)(F)F)[C@@H](C)O[C@@H]1[C@@H](NCCO1)C1=CC=C(C=C1)F)(F)F (2R,3S)-2-[(1R)-1-[3,5-bis(trifluoromethyl)phenyl]ethoxy]-3-(4-fluorophenyl)morpholine